SEMICARBAZID NNC(=O)N